(2S,3S,4R,5R)-5-(6-(benzylamino)-2-(5-chloropyridin-3-yl)-9H-purin-9-yl)-3,4-dihydroxyl-N-methyltetrahydrofuran-2-formamide C(C1=CC=CC=C1)NC1=C2N=CN(C2=NC(=N1)C=1C=NC=C(C1)Cl)[C@H]1[C@@H]([C@@H]([C@H](O1)C(=O)NC)O)O